[NH4+].[NH4+].O.O.O.O.O.O.O.[O-]S(=O)(=O)[O-].[O-]S(=O)(=O)[O-].[Fe+2] The molecule is a hydrate that is the heptahydrate form of ferrous ammonium sulfate. It contains a ferrous ammonium sulfate (anhydrous).